(S)-(1'-(8-((2-amino-3-chloropyridin-4-yl)thio)imidazo[1,2-c]pyrimidin-5-yl)-5-fluoro-1,3-dihydrospiro[indene-2,4'-piperidin]-3-yl)carboxylic acid tert-butyl ester C(C)(C)(C)OC(=O)[C@@H]1C2=CC(=CC=C2CC12CCN(CC2)C2=NC=C(C=1N2C=CN1)SC1=C(C(=NC=C1)N)Cl)F